1,5,7-trimethyl-4-oxo-N-[rac-(1S,2S)-2-phenylcyclopentyl]-4,5-dihydro-1H-pyrrolo[3,2-c]pyridine-3-carboxamide CN1C=C(C=2C(N(C=C(C21)C)C)=O)C(=O)N[C@@H]2[C@@H](CCC2)C2=CC=CC=C2 |r|